3-[4-(3-Aminopropyl)-3-methyl-2-oxo-benzimidazol-1-yl]piperidine-2,6-dione NCCCC1=CC=CC=2N(C(N(C21)C)=O)C2C(NC(CC2)=O)=O